2-(4-(2-(2-hydroxyethoxy)propan-2-yl)phenyl)-3,5,7,8-tetrahydro-4H-thiopyrano[4,3-d]pyrimidin-4-one OCCOC(C)(C)C1=CC=C(C=C1)C=1NC(C2=C(N1)CCSC2)=O